3-{3-[1-(4-aminopiperidin-1-yl)-2,3-dihydro-1H-inden-5-yl]-5-(pyrazol-1-yl)imidazo[4,5-b]pyridin-2-yl}pyridin-2-amine NC1CCN(CC1)C1CCC2=CC(=CC=C12)N1C(=NC=2C1=NC(=CC2)N2N=CC=C2)C=2C(=NC=CC2)N